9,9-bis{2,4,6-tri[2-(2-hydroxyethoxy)ethoxy]phenyl}fluorene OCCOCCOC1=C(C(=CC(=C1)OCCOCCO)OCCOCCO)C1(C2=CC=CC=C2C=2C=CC=CC12)C1=C(C=C(C=C1OCCOCCO)OCCOCCO)OCCOCCO